NC1=C(C(N(C2=CC(=CC=C12)C(F)(F)F)CC1=CC=CC=C1)=O)C(=O)N 4-Amino-1-benzyl-2-oxo-7-(trifluoromethyl)-1,2-dihydroquinoline-3-carboxamide